(R)-3-amino-1-(2-((6-amino-9H-purin-9-yl)methyl)-4-chloro-3-vinylphenyl)-N-cyclopropylpyrrolidine-3-carboxamide N[C@]1(CN(CC1)C1=C(C(=C(C=C1)Cl)C=C)CN1C2=NC=NC(=C2N=C1)N)C(=O)NC1CC1